2-chloro-7-fluoro-6-methoxy-4-[3-(trifluoromethyl)-7,8-dihydro-5H-1,6-naphthyridin-6-yl]quinazoline ClC1=NC2=CC(=C(C=C2C(=N1)N1CC=2C=C(C=NC2CC1)C(F)(F)F)OC)F